O(CC(=O)O)CC(=O)O 2,2'-oxydiacetic acid